COC=1C=C(C=CC1)C[2H] (3-methoxyphenyl)methane-d